(1R,3S)-3-{1-tert-butyl-5-[2-(2-formyl-3-hydroxy-5-methoxyphenoxy)acetamido]pyrazol-3-yl}cyclopentyl 2-methylpyrazolidine-1-carboxylate CN1N(CCC1)C(=O)O[C@H]1C[C@H](CC1)C1=NN(C(=C1)NC(COC1=C(C(=CC(=C1)OC)O)C=O)=O)C(C)(C)C